4-Tolyl 3-deoxy-3-[4-(3,4,5-trifluorophenyl)-1H-1,2,3-triazol-1-yl]-1-thio-α-D-galactopyranoside FC=1C=C(C=C(C1F)F)C=1N=NN(C1)[C@@H]1[C@H]([C@@H](SC2=CC=C(C=C2)C)O[C@@H]([C@@H]1O)CO)O